ClC1=NC=2C=CC=CC2C2=C1NC(N2CC2=CC(=CC=C2)C=2C=NC=CC2)=O 4-chloro-1-(3-(pyridin-3-yl)benzyl)-1H-imidazo[4,5-c]Quinoline-2(3H)-one